N-(4-tolylsulfonyloxy)bicyclo[2.2.1]hept-5-ene-2,3-dicarboximide C1(=CC=C(C=C1)S(=O)(=O)ON1C(=O)C2C3C=CC(C2C1=O)C3)C